(E)-4-((4-chlorobenzyl)oxy)-N-(3-(3-(hydroxyamino)-3-oxoprop-1-en-1-yl)benzyl)quinoline-2-carboxamide ClC1=CC=C(COC2=CC(=NC3=CC=CC=C23)C(=O)NCC2=CC(=CC=C2)\C=C\C(=O)NO)C=C1